O1C=COC2=C1C=CC(=C2)N benzodioxin-6-amine